ClC1=CC(=C(C=C1)C1(OC2=C(O1)C=C(C=C2C2CCNCC2)F)C)F 4-[2-(4-chloro-2-fluorophenyl)-6-fluoro-2-methylbenzo[d][1,3]dioxol-4-yl]piperidine